1-(3-(Trifluoromethoxy)cyclobutyl)-1H-pyrazole-3-carboxylic acid ethyl ester C(C)OC(=O)C1=NN(C=C1)C1CC(C1)OC(F)(F)F